(3R)-1-imidazo[1,2-a]pyridin-2-yl-3-(1H-indol-3-ylmethyl)piperazin-2-one N=1C(=CN2C1C=CC=C2)N2C([C@H](NCC2)CC2=CNC1=CC=CC=C21)=O